C(#N)C1=C(C=C(O[C@@H]2[C@@](CN(C2)S(=O)(=O)C=2C=CC(=NC2)C#N)(CO)O)C=C1)F 5-(((3R,4S)-4-(4-cyano-3-fluorophenoxy)-3-hydroxy-3-(hydroxymethyl)pyrrolidin-1-yl)sulfonyl)picolinonitrile